5-bromo-1-(2,6-dibenzyloxy-3-pyridinyl)-3-methyl-benzimidazol-2-one BrC1=CC2=C(N(C(N2C)=O)C=2C(=NC(=CC2)OCC2=CC=CC=C2)OCC2=CC=CC=C2)C=C1